N[C@@]1(CN(CCC1)CC(F)(F)F)COC1=C(C#N)C(=CC(=C1)C1=CN=C2N1C(=CC=C2)OC)OC (S)-2-((3-Amino-1-(2,2,2-trifluoroethyl)piperidin-3-yl)methoxy)-6-methoxy-4-(5-methoxyimidazo[1,2-a]pyridin-3-yl)benzonitrile